C(C)(C)(C)OC(N[C@H]1COC2(C1)CCN(CC2)S(=O)(=O)C=2C=NC=CC2)=O ((R)-8-(pyridin-3-ylsulfonyl)-1-oxa-8-azaspiro[4.5]dec-3-yl)carbamic acid tert-butyl ester